NC=1NC(C=2N(C(N(C2N1)[C@@H]1O[C@@H]([C@H]([C@H]1O)F)CO)=O)CC=O)=O 2-(2-amino-9-((2R,3S,4S,5R)-4-fluoro-3-hydroxy-5-(hydroxymethyl)tetrahydrofuran-2-yl)-6,8-dioxo-1,6,8,9-tetrahydro-7H-purin-7-yl)acetaldehyde